N-(5-cyclopropyltetrahydrofuran-3-yl)-6-(3,5-difluoroanilino)-3-methoxy-pyridine-2-carboxamide C1(CC1)C1CC(CO1)NC(=O)C1=NC(=CC=C1OC)NC1=CC(=CC(=C1)F)F